BrC1=CC=C2C=CC(=NC2=C1)\C=C\C1=NC=CC(=N1)C (E)-7-bromo-2-(2-(4-methylpyrimidin-2-yl)vinyl)quinoline